tert-butyl (7RS)-2-bromo-7-methyl-6,7-dihydropyrazolo[1,5-a]pyrazine-5(4H)-carboxylate BrC1=NN2C(CN(C[C@H]2C)C(=O)OC(C)(C)C)=C1 |r|